2-Ethylbutyl ((S)-(((2R,3S,5R)-5-(6-amino-2-fluoro-9H-purin-9-yl)-2-ethynyl-3-(((heptyloxy)carbonyl)oxy)tetrahydrofuran-2-yl)methoxy)(phenoxy)phosphoryl)-L-alaninate NC1=C2N=CN(C2=NC(=N1)F)[C@H]1C[C@@H]([C@@](O1)(C#C)CO[P@](=O)(OC1=CC=CC=C1)N[C@@H](C)C(=O)OCC(CC)CC)OC(=O)OCCCCCCC